tert-butyl ((5-isocyanato-4,6-diisopropylpyridin-2-yl)methyl)(methyl)carbamate N(=C=O)C=1C(=CC(=NC1C(C)C)CN(C(OC(C)(C)C)=O)C)C(C)C